Allyl 3-O-benzyl-6-O-[(benzyloxy)carbonyl]-2-deoxy-2-{[(2,2,2-trichloroethoxy)carbonyl]amino}-α-D-glucopyranoside C(C1=CC=CC=C1)O[C@@H]1[C@H]([C@@H](OCC=C)O[C@@H]([C@H]1O)COC(=O)OCC1=CC=CC=C1)NC(=O)OCC(Cl)(Cl)Cl